dicyclohexyl-4-(N,N-dimethylamino)phenylphosphine C1(CCCCC1)P(C1=CC=C(C=C1)N(C)C)C1CCCCC1